FC=1C=C2C=C(C(NC2=CC1)=O)C=1N=NN(C1)C1=CC=C(C=C1)C(=O)N1C[C@@H](CC1)OC 6-fluoro-3-{1-[4-((R)-3-methoxy-pyrrolidine-1-carbonyl)-phenyl]-1H-[1,2,3]triazol-4-yl}-1H-quinolin-2-one